BrC=1C(=NN(C1)C=1NC2=C(N1)C=CC=C2)C(F)(F)F 2-(4-Bromo-3-trifluoromethyl-1H-pyrazol-1-yl)benzimidazole